OC[C@]1(O)[C@@H](O)[C@H](O)[C@H](O1)CO β-D-Fructose